N-ethyl-5-fluoro-N-(isopropyl)-2-(5-{1-[(1R,3S,4S)-2-azabicyclo[2.2.2]octane-3-carbonyl]-1,2,3,6-tetrahydropyridin-4-yl}pyrrolo[1,2-c]pyrimidin-7-yl)benzamide C(C)N(C(C1=C(C=CC(=C1)F)C1=CC(=C2N1C=NC=C2)C=2CCN(CC2)C(=O)[C@H]2NC1CCC2CC1)=O)C(C)C